BrC1=CC=C2C3(CC=4C(=NOC4C2=C1)NS(=O)(=O)C1=C(C=C(C=C1)C#N)OC)CC3 N-(8'-bromo-4'H-spiro[cyclopropane-1,5'-naphtho[2,1-d]isoxazol]-3'-yl)-4-cyano-2-methoxybenzenesulfonamide